2-hydroxy-N-(oxetan-3-yl)acetamide OCC(=O)NC1COC1